C(CCCCC(=O)O)(=O)O.C(C(O)C)(=O)O.C(CCC)(O)O butanediol lactate adipate